BrC=1C=C(C=CC1F)[C@@H](CO)N1C(C=C(C=C1)C=1C=C2C(=NNC2=CC1)C=1C=NN(C1)C)=O (S)-1-(1-(3-bromo-4-fluorophenyl)-2-hydroxyethyl)-4-(3-(1-methyl-1H-pyrazol-4-yl)-1H-indazol-5-yl)pyridin-2(1H)-one